CC(CC)S(=O)(=O)O methyl-1-propanesulfonic acid